(S)-6-(7-(8-chloro-7-fluoro-3-hydroxynaphthalen-1-yl)-8-fluoro-2-(((2R,7aS)-2-fluorohexahydro-1H-pyrrolizin-7a-yl)methoxy)pyrido[4,3-d]pyrimidin-4-yl)-1,6-diazaspiro[3.5]nonan-2-one ClC=1C(=CC=C2C=C(C=C(C12)C1=C(C=2N=C(N=C(C2C=N1)N1C[C@@]2(CC(N2)=O)CCC1)OC[C@]12CCCN2C[C@@H](C1)F)F)O)F